1,3-diisopropyl-6-nitro-1H-imidazo[4,5-b]pyridin-2(3H)-one C(C)(C)N1C(N(C2=NC=C(C=C21)[N+](=O)[O-])C(C)C)=O